CS(=O)(=O)CC1=CC=C(C=C1)NC=1SC=CN1 2-((4-((methylsulfonyl)methyl)phenyl)amino)thiazol